4-chloro-N-((1S,2R)-2-(2,3-dihydrobenzofuran-4-yl)-1-(5-oxo-4,5-dihydro-1,3,4-oxadiazol-2-yl)propyl)-2-methoxybenzenesulfonamide ClC1=CC(=C(C=C1)S(=O)(=O)N[C@@H]([C@H](C)C1=CC=CC2=C1CCO2)C=2OC(NN2)=O)OC